CN1CCN(CCN(CC1)C)CCN1CCN(CCN(CC1)C)C 1,2-bis-(4,7-dimethyl-1,4,7-triazacyclonon-1-yl)-ethane